FC(C(=O)O)(F)F.N1CC2(CC1C(=O)N)CNC1=C(O2)C=CC=C1 3,4-dihydrospiro[benzo[b][1,4]oxazine-2,3'-pyrrolidine]-5'-carboxamide 2,2,2-trifluoroacetate